OC1C(=NC=C(C1=O)CCN1C(C=2C(C1=O)=C(C=CC2)C)=O)C N-(2-(3-hydroxy-2-methyl-4-oxopyridyl)ethyl)-3-methylphthalimide